ClC=1C=C(N)C(=CC1Cl)F 3,4-dichloro-6-fluoroaniline